1-methyl-3-(2-heptadecyl-eicosyl)-1H-imidazol-3-ium chloride [Cl-].CN1C=[N+](C=C1)CC(CCCCCCCCCCCCCCCCCC)CCCCCCCCCCCCCCCCC